BrC=1C(=NC(=NC1)NC1=C(C=C(C(=C1)C)N1CCC(CC1)N1CCN(CC1)C)OC)N 5-bromo-N2-(2-methoxy-5-methyl-4-(4-(4-methylpiperazin-1-yl)piperidin-1-yl)phenyl)pyrimidine-2,4-diamine